ethyl-3,3-bis(4-methoxyphenyl)acrylate C(C)OC(C=C(C1=CC=C(C=C1)OC)C1=CC=C(C=C1)OC)=O